OC1=C(C(=CC(=C1)C(F)(F)F)C)C1=CC(=C(N=N1)N[C@@H]1C(N(CCC1)C)=O)C (S)-3-((6-(2-hydroxy-6-methyl-4-(trifluoromethyl)phenyl)-4-methylpyridazin-3-yl)amino)-1-methylpiperidin-2-one